FC([C@H]1N(C(OC1)=C=O)C=1N=C2N(CCOC3=C2C(=CC(=C3)N[C@H](C(=O)N)C)C)C1)F (S)-2-((2-((S)-4-(difluoromethyl)-2-carbonyloxazolidin-3-yl)-11-methyl-5,6-dihydrobenzo[f]imidazo[1,2-d][1,4]oxazepin-9-yl)amino)propanamide